C(C)(C)(C)OC(N(C(C)C)CCOC1=C(C2=C(C(=N1)C)CC(C2)C=O)C)=O N-[2-[(6-formyl-1,4-dimethyl-6,7-dihydro-5H-cyclopenta[c]pyridin-3-yl)oxy]ethyl]-N-propan-2-ylcarbamic acid tert-butyl ester